ClC1=C(C=CC(=C1)F)NC1=NC=C(C(=N1)N1C=C(C=C1)C(=O)NC(CO)C1=CC(=CC=C1)Cl)C 1-(2-((2-chloro-4-fluorophenyl)amino)-5-methyl-pyrimidin-4-yl)-N-(1-(3-chlorophenyl)-2-hydroxy-ethyl)-1H-pyrrole-3-carboxamide